2-(tert-butyl)-N-(2-methyl-4-(7H-pyrrolo[2,3-d]pyrimidin-4-yl)benzyl)thiazole-5-carboxamide C(C)(C)(C)C=1SC(=CN1)C(=O)NCC1=C(C=C(C=C1)C=1C2=C(N=CN1)NC=C2)C